(9R,13S)-13-amino-3,9-dimethyl-3,4,7,15-tetraazatricyclo(12.3.1.02,6)octadeca-1(18),2(6),4,14,16-pentaen-8-one N[C@H]1CCC[C@H](C(NC=2C=NN(C2C=2C=CN=C1C2)C)=O)C